(5-(thiazol-2-yl)isoxazol-3-yl)methanol S1C(=NC=C1)C1=CC(=NO1)CO